Cl.C1(=CC=CC=C1)CCN(CCCCOC1=CC=C(C=C1)CN1CCCC1)CC1=CC=C(C=C1)C=1N=NN(N1)CC(=O)O 2-[5-(4-{[(2-phenylethyl)({4-[4-(pyrrolidin-1-ylmethyl)phenoxy]butyl})amino]methyl}phenyl)-2H-1,2,3,4-tetrazol-2-yl]acetic acid hydrochloride